[Si](C)(C)(C(C)(C)C)OC(C(OC1=C(C(=NC=C1)C(C)C)N)([2H])[2H])([2H])[2H] 4-(2-((tert-butyldimethylsilyl)oxy)ethoxy-1,1,2,2-d4)-2-isopropylpyridine-3-Amine